1-oxo-3,4-diphenyl-N,N-dipropyl-1,2-dihydroisoquinoline-6-sulfonamide O=C1NC(=C(C2=CC(=CC=C12)S(=O)(=O)N(CCC)CCC)C1=CC=CC=C1)C1=CC=CC=C1